3,4-Epoxycyclohexylmethyl-3,4-epoxy-cyclohexanecarboxylat C1(CC2C(CC1)O2)COC(=O)C2CC1C(CC2)O1